3-(5-((3R,4S)-3-fluoro-1-((1r,3R)-3-(piperidin-4-yloxy)cyclobutyl)piperidin-4-yl)-1-oxoisoindolin-2-yl)piperidine-2,6-dione F[C@H]1CN(CC[C@H]1C=1C=C2CN(C(C2=CC1)=O)C1C(NC(CC1)=O)=O)C1CC(C1)OC1CCNCC1